CN1N=CC(=C1C(=O)N1C[C@@]2(CC1)C=C(C(C(C2)(C)C)=O)C#N)C (5S)-2-(1,4-dimethyl-1H-pyrazole-5-carbonyl)-9,9-dimethyl-8-oxo-2-azaspiro[4.5]dec-6-ene-7-carbonitrile